ClC1=C(C=C2CN(C(C2=C1)=O)C1C(NC(CC1)=O)=O)OC(F)(F)F 3-(6-chloro-1-oxo-5-(trifluoromethoxy)isoindolin-2-yl)piperidine-2,6-dione